3-((tert-butoxycarbonyl)amino)-4-(2-(4-((5-chloro-3-fluoropyridin-2-yl)oxy)-3-fluorophenyl)-2H-1,2,3-triazol-4-yl)butanoic acid C(C)(C)(C)OC(=O)NC(CC(=O)O)CC1=NN(N=C1)C1=CC(=C(C=C1)OC1=NC=C(C=C1F)Cl)F